C(C=C)(=O)N1CCN(CC1)C(CN1C2=C(N=C(C1)NC1=CC(=CC(=C1)OC)OC)C=CC(=N2)NC2=CC=CC=C2)=O 4-(2-(4-acryloylpiperazin-1-yl)-2-oxoEthyl)-6-anilino-2-(3,5-dimethoxyanilino)pyrido[2,3-b]Pyrazine